N-(3-((2-((2-ethyl-4-(4-methylpiperazin-1-yl)phenyl)amino)-5-(trifluoromethyl)pyrimidin-4-yl)amino)propyl)-N-methylisobutyramide C(C)C1=C(C=CC(=C1)N1CCN(CC1)C)NC1=NC=C(C(=N1)NCCCN(C(C(C)C)=O)C)C(F)(F)F